(9,11-octadecadienyl) D-glucopyranoside O(C1[C@H](O)[C@@H](O)[C@H](O)[C@H](O1)CO)CCCCCCCCC=CC=CCCCCCC